(1R,2R)-2-fluoro-N-(6-(4-((6-((S)-1-hydroxypropyl)-4-methylpyridin-3-yl)amino)pyridin-3-yl)pyrimidin-4-yl)cyclopropane-1-carboxamide F[C@H]1[C@H](C1)C(=O)NC1=NC=NC(=C1)C=1C=NC=CC1NC=1C=NC(=CC1C)[C@H](CC)O